4-Fluoro-N-{[1-(3-methylbutanoyl)-1,2,3,4-tetrahydrochinolin-6-yl]methyl}benzamid FC1=CC=C(C(=O)NCC=2C=C3CCCN(C3=CC2)C(CC(C)C)=O)C=C1